FC=1C(=NC(=NC1)N[C@@H]1CC[C@H](CC1)N)C1=CC(=CC=C1)N1CCCCC1 trans-N1-[5-fluoro-4-[3-(1-piperidyl)phenyl]pyrimidin-2-yl]cyclohexane-1,4-diamine